3-bromo-2,6-di(pyrimidin-5-yl)pyridin-4-amine BrC=1C(=NC(=CC1N)C=1C=NC=NC1)C=1C=NC=NC1